FC(C)(C)C1CCC(CC1)CN1[C@@H]([C@H]([C@@H]([C@H](C1)O)O)O)CO (2R,3R,4R,5S)-1-(((1r,4R)-4-(2-fluoropropan-2-yl)cyclohexyl)methyl)-2-(hydroxymethyl)piperidine-3,4,5-triol